C(CCCCCCC)S(=O)(=O)OC1=CC=CC=2COC(OCC21)C=2N=C(SC2)C2CCN(CC2)C(CN2N=C(C=C2C)C(F)(F)F)=O 4-[4-(6-octylsulfonyloxy-1,5-dihydro-3H-2,4-benzodioxepin-3-yl)-2-thiazolyl]-1-[2-[5-methyl-3-(trifluoromethyl)-1H-pyrazol-1-yl]acetyl]piperidine